4-amino-2-(2-hydroxyethyl)benzamide NC1=CC(=C(C(=O)N)C=C1)CCO